N-(5-((3-(pyridin-4-ylmethyl)piperidin-1-yl)methyl)thiazol-2-yl)acetamide N1=CC=C(C=C1)CC1CN(CCC1)CC1=CN=C(S1)NC(C)=O